N1CC(OCC1)C[NH-] N-(morpholin-2-ylmethyl)amide